(3-(5-methyl-1H-imidazol-1-yl)propyl)-2-cyano-3-mesitylguanidine CC1=CN=CN1CCCNC(=NC#N)NC1=C(C=C(C=C1C)C)C